ClC1=CC=C(C=C1)C=1C=C(C(=NC1)C1=NC=2N(C=C1)N=C(N2)C(F)(F)F)S(=O)(=O)CC 5-(5-(4-chlorophenyl)-3-(ethylsulfonyl)pyridin-2-yl)-2-(trifluoromethyl)-[1,2,4]triazolo[1,5-a]pyrimidine